methylsulfonyl-N1-(2-aminoethyl)-L-isoleucine amide penta(trifluoroacetic acid) salt FC(C(=O)O)(F)F.FC(C(=O)O)(F)F.FC(C(=O)O)(F)F.FC(C(=O)O)(F)F.FC(C(=O)O)(F)F.CS(=O)(=O)N[C@@H]([C@@H](C)CC)C(=O)NCCN